(2-chloro-4-fluorophenyl)-N-[6-(3-fluorophenylamino)pyridazin-4-yl]acetamide ClC1=C(C=CC(=C1)F)CC(=O)NC1=CN=NC(=C1)NC1=CC(=CC=C1)F